N,N'-Toluene-1,4-diylbis[2-(4-methylphenoxy)acetamide] CC1(CC=C(C=C1)NC(COC1=CC=C(C=C1)C)=O)NC(COC1=CC=C(C=C1)C)=O